methyl 2,4-dimethyl-3,5-dioxo-2,3,4,5-tetrahydro-1,2,4-triazine-6-carboxylate CN1N=C(C(N(C1=O)C)=O)C(=O)OC